tert-butyl 4-(4-amino-2-trifluoromethylphenyl)-piperazine-1-carboxylate NC1=CC(=C(C=C1)N1CCN(CC1)C(=O)OC(C)(C)C)C(F)(F)F